C(C)(C)(C)C1=CC=C(C=C1)[S+]1C2=C(C=C1)C=CC=C2 1-(4-(t-butyl)phenyl)benzo[b]thiophen-1-ium